N-(p-octadecyloxyphenyl)isoquinolinium C(CCCCCCCCCCCCCCCCC)OC1=CC=C(C=C1)[N+]1=CC2=CC=CC=C2C=C1